1-(5-{5-[6-ethoxy-5-(trifluoromethyl)pyridin-3-yl]-7-[{[1-(methoxymethyl)cyclobutyl]methyl}(methyl)amino]-1H-imidazo[4,5-b]pyridin-2-yl}pyrazin-2-yl)piperidine-4-carboxylic acid C(C)OC1=C(C=C(C=N1)C1=CC(=C2C(=N1)N=C(N2)C=2N=CC(=NC2)N2CCC(CC2)C(=O)O)N(C)CC2(CCC2)COC)C(F)(F)F